4-methyl-cholesterol CC1C2=CC[C@H]3[C@@H]4CC[C@H]([C@@H](CCCC(C)C)C)[C@]4(CC[C@@H]3[C@]2(CC[C@@H]1O)C)C